(5-(1-(benzylsulfonyl)-1,2,5,6-tetrahydropyridin-4-yl)-3-hydroxy-pyridine-2-carbonyl)glycine methyl ester COC(CNC(=O)C1=NC=C(C=C1O)C1=CCN(CC1)S(=O)(=O)CC1=CC=CC=C1)=O